4-(4-(4-(2-(2,4-dioxotetrahydropyrimidin-1(2H)-yl)benzyl)piperazin-1-yl)piperidin-1-yl)-N-(4-methyl-3-((4-(pyridin-3-yl)pyrimidin-2-yl)amino)phenyl)benzamide O=C1N(CCC(N1)=O)C1=C(CN2CCN(CC2)C2CCN(CC2)C2=CC=C(C(=O)NC3=CC(=C(C=C3)C)NC3=NC=CC(=N3)C=3C=NC=CC3)C=C2)C=CC=C1